(5-chloro-6-fluoro-1H-indol-3-yl)-5-(3-methoxyphenyl)isoindoline-2-carboxamide tantalum strontium [Sr].[Ta].ClC=1C=C2C(=CNC2=CC1F)C1N(CC2=CC(=CC=C12)C1=CC(=CC=C1)OC)C(=O)N